tert-butyl (2R,5S)-5-[(1R)-1-[[2-benzyloxy-4-[2-(2-methoxy ethoxy)ethoxy]benzoyl]amino]-2-ethoxy-2-oxo-ethyl]-1-methyl-pyrrolidine-2-carboxylate C(C1=CC=CC=C1)OC1=C(C(=O)N[C@@H](C(=O)OCC)[C@@H]2CC[C@@H](N2C)C(=O)OC(C)(C)C)C=CC(=C1)OCCOCCOC